(R)-5-(2-(3-((benzyloxy)methyl)-3-(ethoxy-methyl)pyrrolidin-1-yl)propan-2-yl)-2-methylpyridine HCl Cl.C(C1=CC=CC=C1)OC[C@]1(CN(CC1)C(C)(C)C=1C=CC(=NC1)C)COCC